C1(CC1)C=1N=CN(C1)C1=CC(=NC=C1N(C)C)C(=O)NC1=CC=CC=2C=3N(CCOC21)N=NN3 4-(4-cyclopropyl-1H-imidazol-1-yl)-N-(5,6-dihydrobenzo[f]tetrazolo[1,5-d][1,4]oxazepin-8-yl)-5-(dimethylamino)picolinamide